C(C(C)C)N1CC(C1)N1N=C(C=C1)C 1-(1-isobutylazetidin-3-yl)-3-methyl-1H-pyrazol